methyl 3-((1r,2R,3r,8S)-4-(2-methoxy-2-oxoethyl)cuban-1-yl)-3-oxopropanoate COC(CC12C3C4C5(C(C14)C2C53)C(CC(=O)OC)=O)=O